FC(C1=NN=C(S1)NC(=O)C1=NN2C(C(N(CC2)CC2=C(C=CC=C2)F)=O)=C1C)(F)F 5-(2-fluorobenzyl)-3-methyl-4-oxo-4,5,6,7-tetrahydropyrazolo[1,5-a]pyrazine-2-carboxylic acid (5-trifluoromethyl[1,3,4]thiadiazol-2-yl)amide